FC1=C(C=CC(=C1)F)S(=O)(=O)NC=1C=CC=C2C=CC=NC12 2,4-difluoro-N-(quinolin-8-yl)benzene-sulfonamide